9-(6,8-difluoro-2-methylquinolin-4-yl)-6,7-dimethoxynaphtho[2,3-c]furan-1(3H)-one FC=1C=C2C(=CC(=NC2=C(C1)F)C)C1=C2C=C(C(=CC2=CC2=C1C(OC2)=O)OC)OC